ethyl 4-(4-fluoro-6-hydroxy-5-methoxy-isoindolin-2-yl)-4-oxo-butanoate FC1=C2CN(CC2=CC(=C1OC)O)C(CCC(=O)OCC)=O